2-(2-phenylthiazol-4-yl)-5-(trifluoromethyl)phenol C1(=CC=CC=C1)C=1SC=C(N1)C1=C(C=C(C=C1)C(F)(F)F)O